N-(3-(2-(5-((2-acetyl-2,3-dihydro-1H-pyrrolo[3,4-c]pyridin-6-yl)amino)-1H-pyrazol-3-yl)ethyl)-4-methylphenyl)-3-(trifluoromethyl)benzamide C(C)(=O)N1CC=2C=NC(=CC2C1)NC1=CC(=NN1)CCC=1C=C(C=CC1C)NC(C1=CC(=CC=C1)C(F)(F)F)=O